C(C(C)C)[C@H]1C(N(CCN1)[C@H](C(=O)N1CCC(CC1)CC(=O)N)CC(C)C)=O (1-{(S)-2-[(S)-3-Isobutyl-2-oxo-1-piperazinyl]-4-methylvaleryl}-4-piperidyl)acetamide